(4-(methylcarbamoyl)phenyl)boric acid CNC(=O)C1=CC=C(C=C1)OB(O)O